C(C)(C)(C)OC(=O)N1CCN(CC1)CC#CC1=CC=C(C=C1)C1=CC2=C(N(C(N2C)=O)C2C(NC(CC2)=O)=O)C=C1 4-[3-[4-[1-(2,6-dioxo-3-piperidinyl)-3-methyl-2-oxo-benzimidazol-5-yl]phenyl]prop-2-ynyl]piperazine-1-carboxylic acid tert-butyl ester